C(C)(C)(C)OC(=O)N[C@@H]1[C@H](CCC[C@H]1O)C(=O)OC |o1:8,9,13| methyl (1S,2R,3R)-rel-2-((tert-butoxycarbonyl)amino)-3-hydroxycyclohexane-1-carboxylate